3,3',7-Trihydroxy-4'-methoxyflavone OC1=C(OC2=CC(=CC=C2C1=O)O)C1=CC(=C(C=C1)OC)O